((S)-1-(((2R,3S,4R,5R)-5-(6-chloro-4-(cyclopentylamino)-1H-pyrazolo[3,4-d]pyrimidin-1-yl)-3,4-dihydroxytetrahydrofuran-2-yl)methoxy)-2-hydroxyethyl)phosphonic acid ClC1=NC(=C2C(=N1)N(N=C2)[C@H]2[C@@H]([C@@H]([C@H](O2)CO[C@H](CO)P(O)(O)=O)O)O)NC2CCCC2